C(C)(C)(C)OC(C1=CC=C(C=C1)NC(=O)C1N(CCC2=C(C=CC=C12)NC(COC)=O)C(\C=C\C1=C(C(=CC=C1N1N=NN=C1)Cl)F)=O)=O (E)-4-(2-(3-(3-chloro-2-fluoro-6-(1H-tetrazol-1-yl)phenyl)acryloyl)-5-(2-methoxyacetamido)-1,2,3,4-tetrahydroisoquinoline-1-carboxamido)benzoic acid tert-butyl ester